6-amino-3-(3'-amino-4'-hydroxyphenyl)-1,1,3-trimethyl-2,3-dihydro-1H-Inden-5-ol NC1=C(C=C2C(CC(C2=C1)(C)C)(C)C1=CC(=C(C=C1)O)N)O